(2R,3S,4S,5R)-3-(3,4-difluoro-2-methylsulfonylphenyl)-N-(6-((S)-1,2-dihydroxyethyl)pyridin-3-yl)-4,5-dimethyl-5-(trifluoromethyl)tetrahydrofuran-2-carboxamide FC=1C(=C(C=CC1F)[C@H]1[C@@H](O[C@]([C@H]1C)(C(F)(F)F)C)C(=O)NC=1C=NC(=CC1)[C@@H](CO)O)S(=O)(=O)C